C(#N)[C@@H]1[C@@H](C1)C(=O)N[C@H]1C[C@@H](C[C@H]1O)C(=O)N[C@@H](C1(C[C@H]2C[C@H]2C1)C)C1=C(C(=CC=C1F)Cl)Cl (1S,3S,4R)-3-((1R,2S)-2-cyanocyclopropane-1-carboxamido)-N-((S)-(2,3-dichloro-6-fluorophenyl)((1R,3r,5S)-3-methylbicyclo[3.1.0]hexan-3-yl)methyl)-4-hydroxycyclopentane-1-carboxamide